IC1=CC=C(OCCN(C(OC(C)(C)C)=O)CCC=O)C=C1 tert-butyl (2-(4-iodophenoxy)ethyl)(3-oxopropyl)carbamate